sec-amylalcohol C(C)(CCC)O